hydroxyoxazolidone OC1C(N=[C-]O1)=O